(3,5-dibromo-4-hydroxyphenyl)(2-ethyl-7-methylbenzofuran-3-yl)methanone BrC=1C=C(C=C(C1O)Br)C(=O)C1=C(OC2=C1C=CC=C2C)CC